C(CCC)C1=CC=C(C=C1)C1C=CNN1 5-(4-n-butyl-phenyl)-pyrazoline